5-(2,6-dichloro-4-nitrophenoxy)-3-iodo-1-(propan-2-yl)-1,2-dihydropyridin-2-one ClC1=C(OC=2C=C(C(N(C2)C(C)C)=O)I)C(=CC(=C1)[N+](=O)[O-])Cl